FC1=C2C(NC(=NC2=CC(=C1)OCC1CCN(CC1)CC1CCN(CC1)C(=O)OC(C)(C)C)CSC1CCOCC1)=O tert-butyl 4-((4-(((5-fluoro-4-oxo-2-(((tetrahydro-2H-pyran-4-yl)thio)methyl)-3,4-dihydroquinazolin-7-yl)oxy)methyl)piperidin-1-yl)methyl)piperidine-1-carboxylate